((3,6-dibromo-1-butyl-1H-indol-2-yl)imino)(methyl)(phenyl)-λ6-sulfanone BrC1=C(N(C2=CC(=CC=C12)Br)CCCC)N=S(=O)(C1=CC=CC=C1)C